1-(2,3-dihydrobenzo[b][1,4]dioxin-6-yl)-6-methylisoquinoline-1,5-diamine O1C2=C(OCC1)C=C(C=C2)C2(NC=CC=1C(=C(C=CC21)C)N)N